S(=O)(=O)(O)C(=C(C(=O)O)C)CCCO.NC1=CC=C(C2=CC3=CC4=CC=CC=C4C=C3C=C12)C#N 4-amino-1-naphthacenenitrile Sulfohydroxypropyl-methacrylate